ClC=1C=C2C=NC=NC2=C(C1)F 6-chloro-8-fluoroquinazolin